N-(4-(trifluoromethyl)benzyl)-2-piperidinecarboxamide FC(C1=CC=C(CNC(=O)C2NCCCC2)C=C1)(F)F